Tri-n-dodecyl-trimellitic acid C(CCCCCCCCCCC)C=1C(=C(C(=C(C1C(=O)O)C(=O)O)CCCCCCCCCCCC)C(=O)O)CCCCCCCCCCCC